BrC1=C(SC(=C1)Br)P(OCC)OCC diethyl (3,5-dibromothiophene-2-yl)phosphonite